C[C@@]12N(C3=C(OC1)C(=NC(=N3)N)N3C[C@@H](CC3)NC)CCC2 (S)-6a-Methyl-4-((R)-3-(methylamino)pyrrolidin-1-yl)-6a,7,8,9-tetrahydro-6H-pyrimido[5,4-b]pyrrolo[1,2-d][1,4]oxazin-2-amine